2-((3,3-dimethylazetidin-1-yl)methyl)-6-fluorobenzonitrile CC1(CN(C1)CC1=C(C#N)C(=CC=C1)F)C